2-phenyl[1,2,4]triazolo[1,5-a]pyridin-7-yl-1H-pyrazole-5-carboxamide C1(=CC=CC=C1)C1=NN2C(C=C(C=C2)N2N=CC=C2C(=O)N)=N1